ClCC1=NC2=C(C(=CC=C2C(N1)=O)C)C 2-(chloromethyl)-7,8-dimethylquinazolin-4(3H)-one